CN(C(CO)C)C 2-(dimethylamino)propanol